C(C)(C)(C)OC(=O)N1CC2=CC=C(C=C2CC1)C1=NN(C(=N1)NC1=CC=C(C=C1)Cl)C.C(C)C1=[N+](C=CC=C1)CC(CS(=O)(=O)O)O 2-ethyl-1-(2-hydroxy-3-sulfopropyl)pyridinium Tert-butyl-6-(5-((4-chlorophenyl)amino)-1-methyl-1H-1,2,4-triazol-3-yl)-3,4-dihydroisoquinoline-2(1H)-carboxylate